5-((4-(3,4-difluoropyridin-2-yl)piperazin-1-yl)methyl)-2-(2,4-dioxotetrahydropyrimidin-1(2H)-yl)isoindoline-1,3-dione FC=1C(=NC=CC1F)N1CCN(CC1)CC=1C=C2C(N(C(C2=CC1)=O)N1C(NC(CC1)=O)=O)=O